2-[1-(2-{5-[1-(2,2-dimethylpropyl)piperidin-4-yl]-1H-indazol-3-yl}pyrimidin-4-yl)-1H-pyrazol-4-yl]ethan-1-ol CC(CN1CCC(CC1)C=1C=C2C(=NNC2=CC1)C1=NC=CC(=N1)N1N=CC(=C1)CCO)(C)C